C(#N)C1=CC(=C(OCC2=NC=CC(=N2)O[C@@H]2C[C@@H](N(CC2)CC2=NC3=C(N2C[C@H]2OCCC2)C=C(C=C3)C(=O)O)C)C=C1)F 2-{[(2S,4S)-4-({2-[(4-cyano-2-fluorophenoxy)methyl]pyrimidin-4-yl}oxy)-2-methylpiperidin-1-yl]methyl}-1-{[(2S)-oxolan-2-yl]methyl}-1H-1,3-benzodiazole-6-carboxylic acid